N1C[C@@H](CC1)OC1=NC=C(C=N1)C1=CC=C(C=C1)N(C(C)=O)C1CCC(CC1)NC1=NC2=CC=CC=C2C=N1 N-(4-(2-(((R)-pyrrolidin-3-yl)oxy)pyrimidin-5-yl)phenyl)-N-((1r,4R)-4-(quinazolin-2-ylamino)cyclohexyl)acetamide